ethyl 2-(6-bromo-2-(1-(4-methyl-1,4-diazepan-1-yl)butyl)-4-oxoquinazolin-3(4H)-yl)acetate BrC=1C=C2C(N(C(=NC2=CC1)C(CCC)N1CCN(CCC1)C)CC(=O)OCC)=O